2-(2-((2-(2,6-dioxopiperidin-3-yl)-1,3-dioxoisoindolin-4-yl)amino)ethoxy)ethyl methanesulfonate CS(=O)(=O)OCCOCCNC1=C2C(N(C(C2=CC=C1)=O)C1C(NC(CC1)=O)=O)=O